O1CCOC12CCC(CC2)C2=CC1=C(N(C(N1C)=O)N1C(CCCC1=O)=O)C=C2 (5-{1,4-dioxaspiro[4.5]dec-8-yl}-3-methyl-2-oxo-1,3-benzodiazol-1-yl)piperidine-2,6-dione